C(#N)C(C(=O)OCCOCC)=C 2-ethoxyethyl cyanoacrylate